C(C)OC([C@@H](NC(C)=O)CC1=CC=C(C=C1)O)=O N-Acetyl-L-tyrosine ethyl ester